C(=C)[Si](OC(C)C)(OC(C)C)C vinyl-methyl-diisopropyloxysilane